hexyl 2-[4-(diethylamino)-2-hydroxybenzoyl]benzoate (diethylamino hydroxybenzoyl hexyl benzoate) C(C)N(CC)C=1C(=C(C(=C(C(=O)O)C1)CCCCCC)C(C1=CC=CC=C1)=O)O.C(C)N(C1=CC(=C(C(=O)C2=C(C(=O)OCCCCCC)C=CC=C2)C=C1)O)CC